ClC=1C=C2C(=NC1)N(C(=N2)C=2C(=NC=NC2)C(F)(F)F)C2CC2 6-chloro-3-cyclopropyl-2-(4-(trifluoromethyl)pyrimidin-5-yl)-3H-imidazo[4,5-b]pyridine